ClC1=C2C(=NC=3C=C(C(=CC13)OC)OCCCOC)CCC2 9-chloro-7-methoxy-6-(3-methoxypropoxy)-1H,2H,3H-cyclopenta[b]quinoline